2-[1-(3-chloro-4-fluorophenyl)-11-methyl-9-oxo-1,2,3,4,5,6,7,11-octahydro-14,16-etheno-13,10-(metheno)pyrido[4,3-m][1,2,5,9,12]pentaazacycloheptadecin-8(9H)-yl]-N-methylacetamide ClC=1C=C(C=CC1F)N1CCNCCCN(C(C=2N(N=C(C3=CC4=C1C=CN=C4C=C3)C2)C)=O)CC(=O)NC